p-difluoromethoxyaniline C1=CC(=CC=C1N)OC(F)F